NC=1C=2N(C=CN1)C(=NC2C2=CC=C(C(=O)NC1=NC=CC=C1)C=C2)[C@H]2N(CCC2)C(CCCCCNC2=C1C(N(C(C1=CC=C2)=O)C2C(NC(CC2)=O)=O)=O)=O 4-(8-amino-3-((2S)-1-(6-((2-(2,6-dioxopiperidin-3-yl)-1,3-dioxoisoindoline-4-yl)amino)hexanoyl)pyrrolidin-2-yl)imidazo[1,5-a]pyrazin-1-yl)-N-(pyridin-2-yl)benzamide